(R)-6-(3-amino-6-(3-((dimethylamino)methyl)-4-(2-methylmorpholino)phenyl)-5-fluoropyrazin-2-yl)-3,4-dihydroisoquinolin-1(2H)-one NC=1C(=NC(=C(N1)F)C1=CC(=C(C=C1)N1C[C@H](OCC1)C)CN(C)C)C=1C=C2CCNC(C2=CC1)=O